NC1=NC(=C(C=2N1C(N(N2)CC=2N=COC2C)=O)C2=CC(=NC(=C2)C)C)C2=CC=C(C=C2)F 5-amino-8-(2,6-dimethyl-4-pyridinyl)-7-(4-fluorophenyl)-2-[(5-methyloxazol-4-yl)methyl]-[1,2,4]triazolo[4,3-c]pyrimidin-3-one